titanium propoxide [O-]CCC.[Ti+4].[O-]CCC.[O-]CCC.[O-]CCC